C1(=CC=CC=C1)P(C1=NC2=CC=C(C=C2C(=C1)C(F)F)F)(C1=CC=CC=C1)=O diphenyl-(6-fluoro-4-difluoromethyl-quinolin-2-yl)phosphorus oxide